4,4'-n-butylidenebis(2-tert-butyl-5-methylphenol) diphosphite OP(O)OP(O)O.C(CCC)(C1=CC(=C(C=C1C)O)C(C)(C)C)C1=CC(=C(C=C1C)O)C(C)(C)C